ClC1=C(C=CC=C1)C=1N(C2=NC(=NC(=C2N1)N1CCC(CC1)(C(=O)N)C)NC(C(C)C)=O)C1=CC=C(C=C1)Cl 1-[8-(2-chlorophenyl)-9-(4-chlorophenyl)-2-(2-methylpropanoylamino)purin-6-yl]-4-methyl-piperidine-4-carboxamide